[3-hydroxy-2,2-bis(hydroxymethyl)propyl]dodecanoate OCC(COC(CCCCCCCCCCC)=O)(CO)CO